tert-butyl (1-azido-12-(2-(2-(2-(2-azidoethoxy)ethoxy)ethoxy)ethyl)-13-oxo-3,6,9,16,19,22,25-heptaoxa-12-azaheptacosan-27-yl)carbamate N(=[N+]=[N-])CCOCCOCCOCCN(C(CCOCCOCCOCCOCCNC(OC(C)(C)C)=O)=O)CCOCCOCCOCCN=[N+]=[N-]